(2S)-2-amino-3-(4-(((1-(benzo[d][1,3]dioxol-5-yl)propan-2-yl)(methyl)carbamoyl)oxy)phenyl)propanoic acid N[C@H](C(=O)O)CC1=CC=C(C=C1)OC(N(C)C(CC1=CC2=C(OCO2)C=C1)C)=O